(R,6S)-6-methoxy-N'-(tricyclo[6.2.0.03,6]deca-1,3(6),7-trien-2-ylcarbamoyl)-6,7-dihydro-5H-pyrazolo[5,1-b][1,3]oxazine-3-sulfonimidamide CO[C@H]1CN2C(OC1)=C(C=N2)[S@@](=O)(N)=NC(NC2=C1CCC1=CC=1CCC21)=O